2-(6-azaspiro[2.5]oct-6-yl)-6-((2-hydroxy-1,1-dimethylethyl)amino)-N-(6-(1,3-oxazol-2-yl)-2-pyridinyl)-3-pyridinecarboxamide C1CC12CCN(CC2)C2=NC(=CC=C2C(=O)NC2=NC(=CC=C2)C=2OC=CN2)NC(CO)(C)C